(1-((7-Oxa-2-azaspiro[3.5]nonan-2-yl)methyl)cyclopropyl)methanol C1N(CC12CCOCC2)CC2(CC2)CO